1-methyl-2-nitro-1H-imidazole CN1C(=NC=C1)[N+](=O)[O-]